1,1a,1b,4,4a,7a,7b,8,9,9a-Decahydro-4a,7b,9,9a-tetrahydroxy-3-(hydroxymethyl)-1,1,6,8-tetramethyl-5H-cyclopropa[3,4]benz[1,2-e]azulen-5-one OC12CC(=CC3C(C2C=C(C1=O)C)(C(C(C1(C3C1(C)C)O)O)C)O)CO